1-(1Z,9Z-octadecadienyl)-sn-glycero-3-phosphocholine CCCCCCCC/C=C\CCCCCC/C=C\OC[C@H](COP(=O)([O-])OCC[N+](C)(C)C)O